C(C=C)N(C1=CC2=C(OCO2)C=C1I)C N-allyl-6-iodo-N-methyl-1,3-benzodioxol-5-amine